[Pt+2].C[Si](C(C(=O)C1=CC=CC=C1)C(C)=O)(OC)OC.C[Si](C(C(=O)C1=CC=CC=C1)C(C)=O)(OC)OC bis[2-(methyldimethoxysilyl)1-phenyl-1,3-butanedione] platinum (II)